C(C=C)(=O)N1[C@H](CN(C[C@H]1C)C1=NC(N2C3=C(C(=C(C=C13)C(F)(F)F)C1=C(C=C(C=C1)C)F)SC[C@@H]2COC)=O)C (3S)-7-((3S,5R)-4-acryloyl-3,5-dimethylpiperazin-1-yl)-10-(2-fluoro-4-methylphenyl)-3-(methoxymethyl)-9-(trifluoromethyl)-2,3-dihydro-5H-[1,4]thiazino[2,3,4-ij]quinazolin-5-one